bromotris(dimethylamino)-phosphine hexafluorophosphate F[P-](F)(F)(F)(F)F.BrP(N(C)C)(N(C)C)N(C)C